3-(difluoromethyl)-7-fluoro-8-((triisopropylsilyl)ethynyl)naphthalen-1-yl trifluoromethanesulfonate FC(S(=O)(=O)OC1=CC(=CC2=CC=C(C(=C12)C#C[Si](C(C)C)(C(C)C)C(C)C)F)C(F)F)(F)F